4-propylthio-2,5-dimethoxy-phenethylamine C(CC)SC1=CC(=C(CCN)C=C1OC)OC